4-methyl-N-[[4-(1-methylimidazol-2-yl)-2,5-dioxo-imidazolidin-4-yl]methyl]-2-(2-thienyl)thiazole-5-carboxamide CC=1N=C(SC1C(=O)NCC1(NC(NC1=O)=O)C=1N(C=CN1)C)C=1SC=CC1